tert-butyl 4-(2-bromo-4-cyano-3-fluoro-5-(methoxy-d3)phenyl)-3-oxobutanoate BrC1=C(C=C(C(=C1F)C#N)OC([2H])([2H])[2H])CC(CC(=O)OC(C)(C)C)=O